BrC1=C(C[C@H]2C[C@@H](N(C2O)C(=O)OC(C)(C)C)C(=O)OCC2=CC=CC=C2)C=CC=C1 2-benzyl 1-(tert-butyl) (2R,4S)-4-(2-bromobenzyl)-5-hydroxypyrrolidine-1,2-dicarboxylate